(3-bromo-4-fluoro-phenyl)-3'-(trifluoromethyl)spiro[1,3-dioxolane-2,7'-5,6-dihydro-4H-indazole] BrC=1C=C(C=CC1F)C1C=2C(=NNC2C2(CC1)OCCO2)C(F)(F)F